(6-Fluorochroman-3-yl)-[1-(2-hydroxyethyl)-6-(3-methyl-1H-pyrazol-4-yl)pyrrolo[2,3-b]pyridin-3-yl]methanone FC=1C=C2CC(COC2=CC1)C(=O)C1=CN(C2=NC(=CC=C21)C=2C(=NNC2)C)CCO